N1C(=NCC1)C(C)C 2-(4,5-Dihydroimidazolyl)propan